C1(CC1)C1=C(C(=NO1)C1=C(C=CC=C1)C(F)(F)F)/C=C/C1CC2(CN(C2)C=2C=C3C(=CC=NC3=CC2)OC)C1 (E)-6-(6-(2-(5-Cyclopropyl-3-(2-(trifluoromethyl)phenyl)isoxazol-4-yl)vinyl)-2-azaspiro[3.3]heptan-2-yl)-4-methoxychinolin